FC=1C=CC(=NC1)C=1N=NN(N1)CC#CCC 5-fluoro-2-[2-(pent-2-yn-1-yl)-1,2,3,4-tetrazol-5-yl]Pyridine